ethyl 4-[[3-[(8-bromoquinazolin-2-yl)amino]phenyl]carbamoyl]benzoate BrC=1C=CC=C2C=NC(=NC12)NC=1C=C(C=CC1)NC(=O)C1=CC=C(C(=O)OCC)C=C1